ClC1=NC=CC(=C1)C=1C=CC(=C(C1)S(=O)(=O)N1CCN(CC1)C(CC)O)C (4-((5-(2-chloropyridin-4-yl)-2-methylphenyl)sulfonyl)piperazin-1-yl)propan-1-ol